ClC=1C=C(C=CC1)C=1C=C(C(=NC1)C(=O)N[C@H](CC(=O)O)C)O (S)-3-(5-(3-chlorophenyl)-3-hydroxypicolinamido)butanoic acid